(2S)-4-hydroxy-1-(6-oxo-6-undecyloxy-hexyl)pyrrolidine-2-carboxylic acid [8-(1-hexylnonyloxy)-8-oxo-octyl] ester C(CCCCC)C(CCCCCCCC)OC(CCCCCCCOC(=O)[C@H]1N(CC(C1)O)CCCCCC(OCCCCCCCCCCC)=O)=O